S1C(=CC=C1)C#N thiophene-2-carbonitrile